ClC=1C=C2CCC[C@]3(C2=CC1)CN(C1=C(OC3)C=CC(=C1)C(=O)OC(C)(C)C)C[C@H]1[C@@](CC1)(C)C(=O)OC (S)-TERT-BUTYL 6'-CHLORO-5-(((1R,2S)-2-(METHOXYCARBONYL)-2-METHYLCYCLOBUTYL)METHYL)-3',4,4',5-TETRAHYDRO-2H,2'H-SPIRO[BENZO[B][1,4]OXAZEPINE-3,1'-NAPHTHALENE]-7-CARBOXYLATE